C(C)(=O)N[C@H]1C[C@H](N(C1)C(=O)OC(C)(C)C)C(N(C)C1=CC=C(C=C1)F)=O tert-butyl (2S,4S)-4-acetamido-2-[(4-fluorophenyl)(methyl)carbamoyl]pyrrolidine-1-carboxylate